BrC=1C=C2CN(C(C2=CC1)C(=O)O)C(=O)OC(C)(C)C 5-Bromo-2-(tert-butoxycarbonyl)isoindoline-1-carboxylic Acid